(2S,3S,4R,5R)-5-(6-(benzylamino)-2-(pyridin-3-yl)-9H-purin-9-yl)-3,4-dihydroxy-N-(Methyl-d3)-tetrahydrofuran-2-carboxamide C(C1=CC=CC=C1)NC1=C2N=CN(C2=NC(=N1)C=1C=NC=CC1)[C@H]1[C@@H]([C@@H]([C@H](O1)C(=O)NC([2H])([2H])[2H])O)O